NC=1C=C(OC2=CC=C(C=C2)C(C(F)(F)F)(C(F)(F)F)C2=CC=C(C=C2)OC2=CC(=CC=C2)N)C=CC1 2,2-Bis[4-(3-aminophenoxy)phenyl]hexafluoropropane